N1N=CC2=CC=C(C=C12)NC1CCC(CC1)NC=1C(=C2C(=CN1)OC(=C2)C#N)Br 5-(((1r,4r)-4-((1H-indazol-6-yl)amino)cyclohexyl)amino)-4-bromofuro[2,3-c]pyridine-2-carbonitrile